CN(CCN1C(C=2C=C3C(=CC2C1=O)C(NC3=O)=O)=O)C 6-(2-(Dimethylamino)ethyl)-1,3,5,7-tetraoxo-3,5,6,7-tetrahydropyrrolo[3,4-f]isoindol